Cl.Cl.CN1CCN(CC1)C=1C=C2CNCC2=CC1 5-(4-methylpiperazin-1-yl)isoindoline dihydrochloride salt